8-(3-Aminophenyl)-2-((2-methoxyphenyl)amino)-5-((triisopropylsilyl)ethynyl)pyrido[2,3-d]pyrimidin-7(8H)-one NC=1C=C(C=CC1)N1C(C=C(C2=C1N=C(N=C2)NC2=C(C=CC=C2)OC)C#C[Si](C(C)C)(C(C)C)C(C)C)=O